hafnium-cerium [Ce].[Hf]